BrC1=CC=C(C(=O)C2C(CCCC2)C(=O)NC=2OC=C(N2)C)C=C1 2-(4-Bromobenzoyl)-N-(4-methyl-1,3-oxazol-2-yl)cyclohexanecarboxamide